[C@@H]1([C@@H](CC1)CO)CO (1R,2R)-CYCLOBUTANE-1,2-DIYLDIMETHANOL